O1S(O[C@H]2[C@@H]1CCC2)=O (3aR,6aS)-tetrahydro-4H-cyclopenta[d][1,3,2]dioxathiolane 2-oxide